6-isopropyl-1-((1S,4S)-4-(isopropylamino)cyclohexyl)-1,3-dihydro-2H-benzo[d]imidazol-2-one C(C)(C)C=1C=CC2=C(N(C(N2)=O)C2CCC(CC2)NC(C)C)C1